8-(5-bromo-6-methoxy-2H-indazol-2-yl)-1-methyl-3-oxa-1-azaspiro[4.5]decan-2-one BrC1=CC2=CN(N=C2C=C1OC)C1CCC2(COC(N2C)=O)CC1